2-(5-methoxy-2-pyridinyl)-5-propyl-3H-imidazo[2,1-b]purin-4-one COC=1C=CC(=NC1)C1=NC=2N3C(N(C(C2N1)=O)CCC)=NC=C3